ClC1=C(C=C(OC2CCN(CC2)C(=O)N2C[C@@H]3[C@@H](OCC(N3)=O)CC2)C=C1)C1CC1 (4aR,8aS)-6-[4-(4-Chloro-3-cyclopropylphenoxy)piperidine-1-carbonyl]-4,4a,5,7,8,8a-hexahydropyrido[4,3-b][1,4]oxazin-3-one